C(#N)C=1C=C(C=CC1)N1CC(CC1=O)NC(CC1=C(C=CC(=C1)C)C)=O N-[1-(3-cyanophenyl)-5-oxopyrrolidin-3-yl]-2-(2,5-dimethylphenyl)acetamide